phenyl-5-[[(3S)-1-[2-oxo-2-[(2S)-2-cyanopyrrolidin-1-yl]ethyl]pyrrolidin-3-yl]amino]quinoline-8-carboxamide C1(=CC=CC=C1)C1=NC2=C(C=CC(=C2C=C1)N[C@@H]1CN(CC1)CC(N1[C@@H](CCC1)C#N)=O)C(=O)N